(S)-tert-butyl 3-(2-chlorophenyl)-1-(methoxy(methyl)amino)-1-oxopropan-2-ylcarbamate ClC1=C(C=CC=C1)C[C@@H](C(=O)N(C)OC)NC(OC(C)(C)C)=O